NC1=C(C=C(C=N1)NC(C(=O)N1C(CCC(C1)C)C1=CC=C(C=C1)F)=O)CC N-(6-amino-5-ethylpyridin-3-yl)-2-(2-(4-fluorophenyl)-5-methylpiperidin-1-yl)-2-oxoacetamide